CNCCC1=CN=CN1 N-α-Methylhistamine